ClC=1C(=NC(=NC1)NC1=C(C=C(C=C1)N1CCN(CC1)C)OC(F)(F)F)NC1=C(SC=C1)C(=O)N 3-((5-chloro-2-((4-(4-methylpiperazin-1-yl)-2-(trifluoromethoxy)phenyl)amino)pyrimidin-4-yl)amino)thiophene-2-carboxamide